NC=1C(=CC2=CC3=C(O[C@](O3)(C3=CC=CC=C3)C)C=C2C1)C(C)(C)O (S)-2-(7-amino-2-methyl-2-phenyl-naphtho[2,3-d][1,3]dioxolan-6-yl)propan-2-ol